ICCCC 1-Iodobutane